(S)-1'-(6-((6-amino-3-chloro-2-methoxypyridin-4-yl)thio)pyrido[2,3-b]pyrazin-2-yl)-1,3-dihydrospiro[inden-2,4'-piperidin]-1-amine NC1=CC(=C(C(=N1)OC)Cl)SC=1C=CC=2C(=NC=C(N2)N2CCC3(CC2)[C@@H](C2=CC=CC=C2C3)N)N1